2-[(1S)-1-cyclohexylethoxy]-5-fluoro-N-(4-fluoro-2-methylphenyl)-4-(3-oxo-5,6,7,8-tetrahydro[1,2,4]triazolo[4,3-a]pyridin-2(3H)-yl)benzamide C1(CCCCC1)[C@H](C)OC1=C(C(=O)NC2=C(C=C(C=C2)F)C)C=C(C(=C1)N1N=C2N(CCCC2)C1=O)F